2'-(2-(4-(Piperazin-1-yl)phenyl)pyridin-4-yl)-5',6'-dihydrospiro[cyclobutane-1,7'-pyrrolo[3,2-c]pyridin] N1(CCNCC1)C1=CC=C(C=C1)C1=NC=CC(=C1)C1=CC2=CNCC3(C2=N1)CCC3